(S)-5-(butanoyl-4,4,4-d3)-N-((S)-3-oxo-1-((S)-2-oxopyrrolidin-3-yl)-4-(trifluoromethoxy)butan-2-yl)-5-azaspiro[2.4]heptane-6-carboxamide C(CCC([2H])([2H])[2H])(=O)N1CC2(CC2)C[C@H]1C(=O)N[C@@H](C[C@H]1C(NCC1)=O)C(COC(F)(F)F)=O